(3-methoxy-4-((5-(pyridin-3-yl)isoquinolin-3-yl)amino)phenyl)(3-methoxyazetidin-1-yl)methanone COC=1C=C(C=CC1NC=1N=CC2=CC=CC(=C2C1)C=1C=NC=CC1)C(=O)N1CC(C1)OC